C(C)OC(=O)C1(CC1)NC(=O)OC1=CC=C(C=C1)[N+](=O)[O-].C(CCCCCCC)(=O)O Octanoic acid ethyl-1-[(4-nitrophenoxy)carbonylamino]cyclopropanecarboxylate